N,N-diethyl-m-methyl-benzamide C(C)N(C(C1=CC(=CC=C1)C)=O)CC